(R)-2-Chloro-1-(2-methylpyridin-3-yl)ethan-1-ol ClC[C@H](O)C=1C(=NC=CC1)C